CC=1N(C(=CC1)C)C1=CC(=CC(=N1)CCC=1C(=C(C=CC1F)C#CCN(C)C)F)C 3-(3-(2-(6-(2,5-dimethyl-1H-pyrrol-1-yl)-4-methylpyridin-2-yl)ethyl)-2,4-difluorophenyl)-N,N-dimethylprop-2-yn-1-amine